(S)-N-(7-(3-hydroxyprop-1-yn-1-yl)-5-methyl-4-oxo-2,3,4,5-tetrahydrobenzo[b][1,4]oxazepin-3-yl)-4-phenoxypicolinamide OCC#CC1=CC2=C(OC[C@@H](C(N2C)=O)NC(C2=NC=CC(=C2)OC2=CC=CC=C2)=O)C=C1